ClC=1C(=NC=CN1)N[C@H](C(=O)N1[C@@H]([C@H]2C([C@H]2C1)(C)C)C(=O)OC(C)(C)C)C(C)(C)C tert-butyl (1R,2S,5S)-3-[(2S)-2-[(3-chloropyrazin-2-yl)amino]-3,3-dimethyl-butanoyl]-6,6-dimethyl-3-azabicyclo[3.1.0]hexane-2-carboxylate